CC=1C=C2N=C(C(=NC2=CC1)SC1=NN=NN1C)SC1=NN=NN1C 6-Methyl-2,3-bis((1-methyltetrazol-5-yl)thio)quinoxaline